2,4,6-Tri-(1-phenylethyl)-phenol C1(=CC=CC=C1)C(C)C1=C(C(=CC(=C1)C(C)C1=CC=CC=C1)C(C)C1=CC=CC=C1)O